The molecule is an N-acyl-15-methylhexadecasphing-4-enine-1-phosphocholine in which the acyl group has 26 carbons and 0 double bonds and is 2-hydroxylated. It derives from a 15-methylhexadecasphing-4-enine. CCCCCCCCCCCCCCCCCCCCCCCCC(C(=O)N[C@@H](COP(=O)([O-])OCC[N+](C)(C)C)[C@@H](/C=C/CCCCCCCCCC(C)C)O)O